BrC=1C(=C(C=CC1)NC=1C(=C(C=O)C=CC1)F)Cl 3-((3-bromo-2-chlorophenyl)amino)-2-fluorobenzaldehyde